leucoamide C(C(O)CC(C)C)(=O)N